FC=1C=CC(=C(C1)C1=CC=CC=C1)OB(O)O (5-fluoro-[1,1'-biphenyl]-2-yl)boric acid